[N+](=O)([O-])C=1C=C(C=CC1)C=CN(C1=CC=CC=C1)C1=CC=CC=C1 N-(2-(3-nitrophenyl)-vinyl)-N,N-diphenylamine